FC(C=1C=C(C(=C(C#N)C1)OC)OC1=C(N=CN(C1=O)CC1=C(N=C(NC1=O)C)C)C(C(F)F)(F)F)F 5-(difluoromethyl)-3-((1-((2,4-dimethyl-6-oxo-1,6-dihydropyrimidin-5-yl)methyl)-6-oxo-4-(1,1,2,2-tetrafluoroethyl)-1,6-dihydropyrimidin-5-yl)oxy)-2-methoxybenzonitrile